NC=1N(C=2C(=NC(=C(C2)C)C)N1)C 2-amino-1,5,6-trimethylimidazo[4,5-b]pyridine